[Ni+2].[Br-].[Br-].C(CN)N ethylenediamine dibromide nickel